2-(p-propylphenyl)-acetic acid methyl ester COC(CC1=CC=C(C=C1)CCC)=O